1,2,3,4-tetramethylimidazolinium methyl-carbonate salt COC([O-])=O.C[NH+]1C(N(C(C1)C)C)C